ClC1=C(C(C(=O)O)=C(C=C1)Cl)O 3,6-dichloro-salicylic acid